3-Oxoazetidin-1-carboxylic acid tert-butyl ester C(C)(C)(C)OC(=O)N1CC(C1)=O